N=1C=C(N2C1C=CC=C2)C2=CC=C(N)C=C2 4-(imidazo[1,2-a]pyridin-3-yl)aniline